FC1=NC=CC=C1CN(CCCCNC(OC(C)(C)C)=O)CC1=CN(C2=CC=CC=C12)S(=O)(=O)C1=CC=CC=C1 tert-butyl 4-(((2-fluoropyridin-3-yl)methyl)((1-(phenylsulfonyl)-1H-indol-3-yl)methyl)amino)butylcarbamate